[N-](S(=O)(=O)C(F)(F)F)S(=O)(=O)C(F)(F)F.C(CCC)[N+]1=CC=C(C=C1)C 1-butyl-4-methylpyridinium bis(trifluoromethylsulfonyl)imide